3-((2S)-3-(8-(4-ethoxyphenylsulfonyl)-1-oxa-8-azaspiro[4.5]decan-3-ylamino)-2-hydroxypropoxy)-N-methylbenzenesulfonamide C(C)OC1=CC=C(C=C1)S(=O)(=O)N1CCC2(CC(CO2)NC[C@@H](COC=2C=C(C=CC2)S(=O)(=O)NC)O)CC1